C(#C)C=1C=NC(=NC1)N1CCN(CC1)C(=O)C1=CC=C(C=C1)C1=NC2=C(N1)C=CC=C2C(=O)N 2-(4-(4-(5-ethynylpyrimidin-2-yl)piperazine-1-carbonyl)phenyl)-1H-benzo[d]imidazole-4-carboxamide